FC(C(=O)[O-])(F)F.C(C=C)C1CC[NH2+]CC1 4-allylpiperidinium trifluoroacetate